(-)-7-[(7S)-amino-5-azaspiro[2.4]hept-5-yl]-8-chloro-6-fluoro-1-[(1r,2S)-2-fluorocyclopropyl]-1,4-dihydro-4-oxo-quinoline-3-carboxylic acid NC1CC12CN(CC2)C2=C(C=C1C(C(=CN(C1=C2Cl)[C@H]2[C@H](C2)F)C(=O)O)=O)F